4-(pyridin-4-yl)-1,2,4-triazolidine-3,5-dione N1=CC=C(C=C1)N1C(NNC1=O)=O